methyl 4-[4-benzyloxy-1-(4-fluoro-3-methyl-phenyl)-2-isopropylsulfonyl-indol-3-yl]benzoate C(C1=CC=CC=C1)OC1=C2C(=C(N(C2=CC=C1)C1=CC(=C(C=C1)F)C)S(=O)(=O)C(C)C)C1=CC=C(C(=O)OC)C=C1